(Z)-1-(4-methylstyryl)-2-naphthaldehyde CC1=CC=C(\C=C/C2=C(C=CC3=CC=CC=C23)C=O)C=C1